FC1=C(C(=CC=C1)F)C#CC1=CN=CC2=CC=CC=C12 4-((2,6-Difluorophenyl)ethynyl)isoquinoline